Ethyl 4-chloro-2-[3-[2,3-dihydro-1,4-benzodioxin-6-yl (methyl)carbamoyl]phenyl]-5-methyl-pyrazole-3-carboxylate ClC1=C(N(N=C1C)C1=CC(=CC=C1)C(N(C)C1=CC2=C(OCCO2)C=C1)=O)C(=O)OCC